C(C)(C)(C)OC(=O)NC(=N)N(C1CCCC1)C(=O)OC(C)(C)C N,N'-Di-tert-butoxycarbonyl-N'-cyclopentylguanidine